6-cyclopropaneamido-1-(methylamino)-2,7-naphthyridine-4-carboxylic acid C1(CC1)C(=O)NC=1C=C2C(=CN=C(C2=CN1)NC)C(=O)O